NC1=C(C(=NN1C(C)C)C(=O)NC=1C(=NC=C(C1)NC(CC1=CC(=C(C=C1)OC)OC)=O)F)C(=O)N 5-amino-N3-(5-(2-(3,4-dimethoxyphenyl)acetamido)-2-fluoropyridin-3-yl)-1-isopropyl-1H-pyrazole-3,4-dicarboxamide